CS(=O)(=O)C1=CC=C(C=C1)N1C(=NC(=C1)C(F)(F)F)N1CC=CC=C1 1-[4-(methylsulfonyl)phenyl-4-(trifluoromethyl)-1H-imidazol-2-yl]pyridine